1,3-diphenyladamantane C1(=CC=CC=C1)C12CC3(CC(CC(C1)C3)C2)C2=CC=CC=C2